BrC=1C=CC=2N(C1C)N=C(N2)N2C(=CC=C2C)C 6-bromo-2-(2,5-dimethyl-1H-pyrrol-1-yl)-5-methyl-[1,2,4]triazolo[1,5-a]pyridine